BrC=1C=C(C=2N(C1)C=C(N2)C(=O)OCC)[C@@H](C)O |o1:15| ethyl (R or S)-6-bromo-8-(1-hydroxyethyl)imidazo[1,2-a]pyridine-2-carboxylate